COC=1C=C2C(=C(C(N(C2=CC1)C)=O)C#N)N1CCC(CC1)C=1OC2=C(N1)C=CC(=C2)C 6-methoxy-1-methyl-4-[4-(6-methyl-1,3-benzoxazol-2-yl)piperidin-1-yl]-2-oxo-1,2-dihydroquinoline-3-carbonitrile